BrC1=CC=C(C(=N1)NC(=O)[C@H]1N([C@@H]2C[C@@]2(C1)C)C(=O)OC(C)(C)C)C(C)C tert-Butyl (1R,3S,5R)-3-((6-Bromo-3-isopropylpyridin-2-yl)carbamoyl)-5-methyl-2-azabicyclo[3.1.0]hexane-2-carboxylate